3-fluoro-4-(7-methylene-6,7-dihydro-5H-pyrrolo[1,2-c]imidazol-5-yl)benzonitrile FC=1C=C(C#N)C=CC1C1CC(C=2N1C=NC2)=C